1-benzyl-N-{[3-(4-{[(3S,4R)-3-fluoro-1-methylpiperidin-4-yl]amino}-1-(2,2,2-trifluoroethyl)-1H-indol-2-yl)-1,2,4-oxadiazol-5-yl]methyl}-1H-pyrazole-4-carboxamide C(C1=CC=CC=C1)N1N=CC(=C1)C(=O)NCC1=NC(=NO1)C=1N(C2=CC=CC(=C2C1)N[C@H]1[C@H](CN(CC1)C)F)CC(F)(F)F